C(#N)C=1C=NN(C1)[C@H]1C[C@@H](N(CC1)CC1=C2C=CNC2=C(C=C1OC)C)C1=CC=C(C(=O)O)C=C1 4-((2r,4r)-4-(4-cyano-1H-pyrazol-1-yl)-1-((5-methoxy-7-methyl-1H-indol-4-yl)methyl)piperidin-2-yl)benzoic acid